COC(=O)C1=C(C(=NC=C1C)NC1=C(C(=CC=C1C)OC)C)Br 3-bromo-2-[(3-methoxy-2,6-dimethylphenyl)amino]-5-methylpyridine-4-carboxylic acid methyl ester